FC=1C=C(C=C(C1)F)C1=NO[C@@](C1)(C)C(=O)N[C@@H]1C=C(CC1)C(=O)OC Methyl (3S)-3-[[[(5R)-3-(3,5-difluorophenyl)-5-methyl-4H-1,2-oxazol-5-yl]carbonyl]amino]-cyclopenten-1-carboxylat